S1C=C(C=C1)C[C@H](C)O (S)-1-(thiophen-3-yl)propan-2-ol